COC1=C(C=C(C=C1)C)NC(=O)N1CC2C(C1)CC(C2)C2=CC=CC=C2 N-(2-methoxy-5-methylphenyl)-5-phenyl-octahydrocyclopenta[c]pyrrole-2-carboxamide